5-(difluoromethyl)pyrazol FC(C1=CC=NN1)F